C(#N)C=1C=C(C=CC1)C=1N=C(SC1C1=CC(=NC(=C1)C)C)NC(=O)N1C[C@H](NCC1)C (3R)-N-[4-(3-cyanophenyl)-5-(2,6-dimethyl-4-pyridyl)thiazol-2-yl]-3-methyl-piperazine-1-carboxamide